N1=CSC=2C(NC=CC21)=O thiazolo[5,4-c]pyridin-4(5H)-one